OCCN1CCN(CC1)C(C[C@H]1C=2N(C3=C(C(=N1)C1=CC=C(C(=O)OCC4=CC=CC=C4)C=C1)C(=C(S3)C)C)C(=NN2)C)=O benzyl (S)-4-(6-(2-(4-(2-hydroxyethyl)piperazin-1-yl)-2-oxoethyl)-2,3,9-trimethyl-6H-thieno[3,2-f][1,2,4]triazolo[4,3-a][1,4]diazepin-4-yl)benzoate